Ethyl (S)-3-(3-(4-Hydroxy-1,5-dimethyl-2-oxo-1,2-dihydropyridin-3-yl)ureido)-3-(2'-methylbiphenyl-3-yl)propanoat OC1=C(C(N(C=C1C)C)=O)NC(N[C@@H](CC(=O)OCC)C=1C=C(C=CC1)C1=C(C=CC=C1)C)=O